3-[3-(2-methoxyethyl)-2-oxo-5-(4-piperidyl)benzimidazol-1-yl]piperidine-2,6-dione COCCN1C(N(C2=C1C=C(C=C2)C2CCNCC2)C2C(NC(CC2)=O)=O)=O